CC(CNC(=O)C1CN(CC2=CC=CC=C12)C(CNC(\C=C\C1=CC=C(C=C1)C(F)(F)F)=O)=O)C N-(2-methylpropyl)-2-[2-[[(E)-3-[4-(trifluoromethyl)phenyl]prop-2-enoyl]amino]acetyl]-3,4-dihydro-1H-isoquinoline-4-carboxamide